COC=1C=C(CS(=O)(=O)C2=NC=3N(C(N(C(C3N2C)=O)C)=O)C)C=C(C1)OC 8-(3,5-Dimethoxybenzylsulfonyl)-1,3,7-trimethyl-1H-purine-2,6(3H,7H)-dione